bis[2-tert-butyl-4-methyl-6-(3-tert-butyl-5-methyl-2-hydroxybenzyl) phenyl] terephthalate C(C1=CC=C(C(=O)OC2=C(C=C(C=C2CC2=C(C(=CC(=C2)C)C(C)(C)C)O)C)C(C)(C)C)C=C1)(=O)OC1=C(C=C(C=C1CC1=C(C(=CC(=C1)C)C(C)(C)C)O)C)C(C)(C)C